5-(4-bromophenyl)-1-cyclopropyl-3-(trifluoromethyl)-1,2,4-triazole BrC1=CC=C(C=C1)C1=NC(=NN1C1CC1)C(F)(F)F